OCC1(CCC1)NC=1C2=C(N=C(N1)C1=CC=C(C=C1)C(C#N)(C)C)CC[S@]2=O |r| (R/S)-2-(4-(4-((1-(hydroxymethyl)cyclobutyl)amino)-5-oxo-6,7-dihydrothieno[3,2-d]pyrimidin-2-yl)phenyl)-2-methylpropanenitrile